tetrapropylammonium perfluorobutanesulfonate salt FC(C(C(C(F)(F)F)(F)F)(F)F)(S(=O)(=O)[O-])F.C(CC)[N+](CCC)(CCC)CCC